N-(3,5-dichloro-4-methylphenyl)-N-(2',4',6'-trimethyl-[1,1'-biphenyl]-4-yl)-[1,1':3',1''-terphenyl]-5'-amine ClC=1C=C(C=C(C1C)Cl)N(C=1C=C(C=C(C1)C1=CC=CC=C1)C1=CC=CC=C1)C1=CC=C(C=C1)C1=C(C=C(C=C1C)C)C